FC([C@H]1N(C(SC1)=O)C=1N=C2N(CCOC3=C2C=CC(=C3)N([C@H](C(=O)N)C)C)C1)F (S)-2-((2-((R)-4-(difluoromethyl)-2-oxothiazolidin-3-yl)-5,6-dihydrobenzo[f]imidazo[1,2-d][1,4]oxazepin-9-yl)(methyl)amino)propionamide